C(C)OC(=O)C1(CC(C2=C1C=NC=1N2N=CC1F)(C)C)C(=O)OCC 3-fluoro-8,8-dimethyl-7,8-dihydro-6H-cyclopenta[e]pyrazolo[1,5-a]pyrimidine-6,6-dicarboxylic acid diethyl ester